5-chloro-N-((2S,3S)-1-(cyclopropylamino)-6,6-difluoro-2-hydroxy-1-oxoheptan-3-yl)-2-(3-(trifluoromethyl)benzamido)nicotinamide ClC=1C=NC(=C(C(=O)N[C@H]([C@@H](C(=O)NC2CC2)O)CCC(C)(F)F)C1)NC(C1=CC(=CC=C1)C(F)(F)F)=O